C1(=CC=CC=C1)OC(OC1=CC=CC=C1)=O.OC1=CC=C(C=C1)C(C)(C)C1=CC=C(C=C1)O bisphenol A bisphenyl-carbonate